C(C)OC(CC1=NN(C=C1)C1=CC(=C(C=C1)F)F)=O.NC(C(C)(C1CCCCC1)C1CCCCC1)N diaminodicyclohexylpropane ethyl-2-[1-(3,4-difluorophenyl)pyrazol-3-yl]acetate